COC(=O)C1CCC(CC1)NC1=C(C=C(C=C1)C=1C(=NOC1C)C)NC(C(O)C1=C(C=CC(=C1)F)OC)=O (1r,4r)-4-((4-(3,5-dimethylisoxazol-4-yl)-2-(2-(5-fluoro-2-methoxyphenyl)-2-hydroxyacetamido)phenyl)amino)cyclohexane-1-carboxylic acid methyl ester